NC1=C(C(=NN1C(C)C)C1=CC=C(C=C1)CC(=O)NC1=CC(=NO1)C12CC(C1)(C2)F)C(=O)N 5-Amino-3-(4-(2-((3-(3-fluorobicyclo[1.1.1]pentan-1-yl)isoxazol-5-yl)amino)-2-oxoethyl)phenyl)-1-isopropyl-1H-pyrazole-4-carboxamide